NCCNCCC[SiH2]C(OC)OC 3-(2-aminoethylamino)propyl-dimethoxymethylsilane